[Si](C)(C)(C(C)(C)C)OCCN(C(CNCCO[Si](C(C)(C)C)(C)C)=O)CCC(=O)O 10-(2-((tert-butyldimethylsilyl)oxy)ethyl)-2,2,3,3-tetramethyl-9-oxo-4-oxa-7,10-diaza-3-silatridecane-13-oic acid